((S)-2,2-dimethylcyclopropyl)(8-(((6-(tetrahydro-2H-pyran-4-yl)pyridin-2-yl)methoxy)methyl)-2,6-diazaspiro[3.4]octan-2-yl)methanone hydrochloride Cl.CC1([C@H](C1)C(=O)N1CC2(C1)CNCC2COCC2=NC(=CC=C2)C2CCOCC2)C